(1S)-1,5-anhydro-1-[3-[[5-(4-fluorophenyl)-2-thienyl]methyl]-4-methylphenyl]-D-glucitol hemihydrate O.FC1=CC=C(C=C1)C1=CC=C(S1)CC=1C=C(C=CC1C)[C@H]1[C@H](O)[C@@H](O)[C@H](O)[C@H](O1)CO.FC1=CC=C(C=C1)C1=CC=C(S1)CC=1C=C(C=CC1C)[C@H]1[C@H](O)[C@@H](O)[C@H](O)[C@H](O1)CO